4-ethyl-1,2,3-thiadiazole-5-carboxylic acid C(C)C=1N=NSC1C(=O)O